(6S)-N-(2-(Diethylamino)-4-((4-(trifluoromethyl)benzyl)amino)phenyl)-6,7-difluoroheptanamid C(C)N(C1=C(C=CC(=C1)NCC1=CC=C(C=C1)C(F)(F)F)NC(CCCC[C@@H](CF)F)=O)CC